COC(C1CCN(CC1)C1=CC=C(C=C1)C1=C(CCCC=2C=3C=NN(C3C=CC21)C2OCCCC2)CC(F)(F)F)OC 6-[4-[4-(dimethoxymethyl)-1-piperidyl]phenyl]-3-tetrahydropyran-2-yl-7-(2,2,2-trifluoroethyl)-9,10-dihydro-8H-cyclohepta[e]indazole